FC1=CC=C(C=C1)C(=C1CCN(CC1)CCC=1N=NN(C1)S(=O)(=O)C1=CC2=C(CCO2)C=C1)C1=CC=C(C=C1)F 4-(Bis(4-fluorophenyl)methylene)-1-(2-(1-((2,3-dihydrobenzofuran-6-yl)sulfonyl)-1H-1,2,3-triazol-4-yl)ethyl)piperidine